Cl.CC1=NC2=C(N1)C=CC(=C2)C#CC2=NN(C1=NC=NC(=C12)N)[C@@H]1CNCC1 (S)-3-((2-methyl-1H-benzo[d]imidazol-5-yl)ethynyl)-1-(pyrrolidin-3-yl)-1H-pyrazolo[3,4-d]pyrimidin-4-amine hydrochloride